(4S)-5,5-difluoro-1-(4-methoxy-3-methylbutyl)-3-(trifluoromethyl)-6,7-dihydro-4H-indazol-4-ol FC1([C@H](C=2C(=NN(C2CC1)CCC(COC)C)C(F)(F)F)O)F